ClC=1C=NC(=NC1)N1CCC(CC1)CCCOC1=CC(=C(C=C1)CC(=O)N1CC(C1)CCNC(CO)CO)F 2-(4-(3-(1-(5-chloropyrimidin-2-yl)piperidin-4-yl)propoxy)-2-fluorophenyl)-1-(3-(2-((1,3-dihydroxypropan-2-yl)amino)ethyl)azetidin-1-yl)ethan-1-one